CC1=NC2=CC=C(C=C2C(=C1)C)C(F)(F)F 2,4-dimethyl-6-(trifluoromethyl)quinoline